3-nitro-N-(1-(4-(trifluoromethyl)benzyl)piperidin-4-yl)benzamide [N+](=O)([O-])C=1C=C(C(=O)NC2CCN(CC2)CC2=CC=C(C=C2)C(F)(F)F)C=CC1